C(#N)C=1C=CC=2C3=C(NC2C1)C(=C(C=N3)C(=O)NCCC(C)(C)O)NCC(F)(F)F 7-cyano-N-(3-hydroxy-3-methylbutyl)-4-((2,2,2-trifluoroethyl)amino)-5H-pyrido[3,2-b]indole-3-carboxamide